C1(CC1)S(=O)(=O)N1C2CN(C(C1)C2)C(=O)OC(C)(C)C tert-Butyl 5-(cyclopropylsulfonyl)-2,5-diazabicyclo[2.2.1]heptane-2-carboxylate